2-chloro-4-((4-(1-(2-fluoroethyl)-4-(trifluoromethyl)-1H-imidazol-2-yl)bicyclo[2.2.2]octan-1-yl)methoxy)-5-methoxypyrimidine ClC1=NC=C(C(=N1)OCC12CCC(CC1)(CC2)C=2N(C=C(N2)C(F)(F)F)CCF)OC